BrC=1C=C2C(N([C@@](C2=C(C1)F)(OC[C@@H]1C[C@@H](C1)O)C1=CC=C(C=C1)Cl)CC1=NC=C(C#N)C=C1)=O 6-(((R)-5-bromo-1-(4-chlorophenyl)-7-fluoro-1-(((cis)-3-hydroxycyclobutyl)methoxy)-3-oxoisoindolin-2-yl)methyl)nicotinonitrile